FC(C(=O)O)(F)F.C(C1=CC=CC=C1)[C@H]1C[C@@H](NC1)C(=O)N[C@H](C(=O)NCC=1C=C2C(=NC1)SC=C2Cl)C (2R,4S)-4-benzyl-N-((S)-1-(((3-chlorothieno[2,3-b]pyridin-5-yl)methyl)amino)-1-oxoprop-2-yl)pyrrolidine-2-carboxamide trifluoroacetate